[Br-].CC(C1=CC=CC=C1)N alpha-methylbenzylamine bromide